ClC1=CC=C(C=C1)C1=N[C@H](C=2N(C3=C1C=C(C=C3)OC)C(=NN2)C)[C@H](C(=O)OC)C Methyl (R)-2-((S)-6-(4-chlorophenyl)-8-methoxy-1-methyl-4H-benzo[f][1,2,4]triazolo[4,3-a][1,4]diazepin-4-yl)propanoate